tert-butyl(2-(methyl(4-methyl-3-((1-(naphthalen-1-yl)cyclopropyl) carbamoyl)phenyl)amino)ethyl)carbamate C(C)(C)(C)OC(NCCN(C1=CC(=C(C=C1)C)C(NC1(CC1)C1=CC=CC2=CC=CC=C12)=O)C)=O